[Ag].[GeH4] german silver